C1(CCCC1)C(C1(CC(C1)=O)C1=CC=CC=C1)B1OC(C(O1)(C)C)(C)C 3-(cyclopentyl(4,4,5,5-tetramethyl-1,3,2-dioxaborolan-2-yl)methyl)-3-phenylcyclobutan-1-one